C(C=C)OC1=C(C=C(C=C1C(C)(C)C)C1=CC(=C(C(=C1)C(C)(C)C)OCC=C)C(C)(C)C)C(C)(C)C 4,4'-bis(2-propen-1-yloxy)-3,3',5,5'-tetra-t-butyl-1,1'-biphenyl